FC1(CC2CCC(C1)N2)F 3,3-difluoro-8-azabicyclo[3.2.1]octane